FC1=C(N=CC2=C1N=C(N=C2N2CC(C(CC2)C(=O)OC)O)OCC21CCCN1CCC2)C2=CC=CC1=CC=CC(=C21)F methyl 1-(8-fluoro-7-(8-fluoronaphthalen-1-yl)-2-((tetrahydro-1H-pyrrolizin-7a-yl)methoxy)pyrido[4,3-d]pyrimidin-4-yl)-3-hydroxypiperidine-4-carboxylate